BrC=1C(=NC=CC1)N1CCN(CC1)C(=O)OC(C)(C)C 1-Tert-butyl 4-(3-bromopyridin-2-yl)piperazine-1-carboxylate